N-(4-(4-(2,3-Dichlorophenyl)piperazin-1-yl)butyl)-4-(dimethylamino)-2,2-diphenylbutanamide ClC1=C(C=CC=C1Cl)N1CCN(CC1)CCCCNC(C(CCN(C)C)(C1=CC=CC=C1)C1=CC=CC=C1)=O